(S)-5-(4-((1-(5-(3-cyano-5-fluorophenyl)-4,5-dihydro-1H-pyrazole-1-carbonyl)azetidin-3-yl)oxy)-5-fluoropyrimidin-2-yl)-1-methyl-1H-pyrazole-4-carbonitrile C(#N)C=1C=C(C=C(C1)F)[C@@H]1CC=NN1C(=O)N1CC(C1)OC1=NC(=NC=C1F)C1=C(C=NN1C)C#N